(2,6-Dioxopiperidin-3-yl)-5-((6-(4-(3-methylquinoxalin-2-yl)-1H-pyrazol-1-yl)hexyl)amino)isoindoline-1,3-dione O=C1NC(CCC1N1C(C2=CC=C(C=C2C1=O)NCCCCCCN1N=CC(=C1)C1=NC2=CC=CC=C2N=C1C)=O)=O